3,4-dichloro-6-[6-(dimethylphosphoryl)-4-methylpyridin-3-yl]-7-fluoro-2-methyl-1,5-naphthyridine ClC=1C(=NC2=CC(=C(N=C2C1Cl)C=1C=NC(=CC1C)P(=O)(C)C)F)C